1-(4-((2,3-dihydrobenzofuran-7-yl)methyl)piperazin-1-yl)-2-(4-phenethylpiperazin-1-yl)ethan-1-one hydrochloride Cl.O1CCC2=C1C(=CC=C2)CN2CCN(CC2)C(CN2CCN(CC2)CCC2=CC=CC=C2)=O